C(C)OC(CN1N=C(C2=C(C1=O)SC(=C2)NCC2=CC=C(C=C2)OC)C(C)C)=O 2-[4-isopropyl-2-[(4-methoxyphenyl)methyl-amino]-7-oxo-thieno[2,3-d]pyridazin-6-yl]acetic acid ethyl ester